methyl 9-((2-(2,6-dioxopiperidin-3-yl)-1,3-dioxoisoindolin-5-yl) carbamoyl)-3-azaspiro[5.5]undecane-3-carboxylate O=C1NC(CCC1N1C(C2=CC=C(C=C2C1=O)NC(=O)C1CCC2(CCN(CC2)C(=O)OC)CC1)=O)=O